D-6-ethyl-8β-methylmercaptomethylergoline maleate C(\C=C/C(=O)O)(=O)O.C(C)N1C[C@@H](C[C@@H]2C=3C=CC=C4NC=C(C[C@@H]12)C34)CSC